N-(4,4-dimethylcyclohexyl)-5-fluoro-7-methyl-1H-pyrrolo[2,3-c]pyridine-2-carboxamide CC1(CCC(CC1)NC(=O)C1=CC=2C(=C(N=C(C2)F)C)N1)C